ClC1=C(C=CC=C1)[C@H]1CC[C@H](N1C(=O)C1=NC=C(N=C1)C1=CC=CC=C1)C(=O)O (2S,5R)-5-(2-chlorophenyl)-1-(5-phenylpyrazine-2-carbonyl)pyrrolidine-2-carboxylic acid